[Na+].C(C)(=O)C1=C(C=C(C=C1)Cl)C=1C(=NN(C(C1)=O)[C@H](C(=O)NC1=CC=C(C(=O)[O-])C=C1)CC1=CC=CC=C1)OC (S)-4-(2-(4-(2-acetyl-5-chlorophenyl)-3-methoxy-6-oxopyridazin-1(6H)-yl)-3-phenylpropionamido)benzoic acid sodium salt